NC[C@H](C1=CC(=CC(=C1)F)Cl)NC(=O)C=1N=CN(C1)C1=NC(=NC=C1C)NC1CCOCC1 (S)-N-(2-Amino-1-(3-chloro-5-fluorophenyl)ethyl)-1-(5-methyl-2-((tetrahydro-2H-pyran-4-yl)amino)pyrimidin-4-yl)-1H-imidazol-4-carboxamid